N[C@@H]1C2=CC=CC=C2CC12CCN(CC2)C=2C(=NC(=CN2)C2=C(C(=CC=C2)Cl)Cl)CO (S)-(3-(1-amino-1,3-dihydrospiro[indene-2,4'-piperidin]-1'-yl)-6-(2,3-dichlorophenyl)pyrazin-2-yl)methanol